C1(=CC=CC=C1)C(C(=O)O)(C)C1=CC=CC=C1.CBr methyl bromide 2,2-diphenylpropionate